N1=CC(=CC=C1)CC1N2CCC(C1OC=1N=CC3=CC=CC=C3C1)CC2 3-[2-(3-pyridylmethyl)quinuclidin-3-yl]oxyisoquinoline